2-[8-(2-chlorophenyl)-7-(4-chlorophenyl)-3-[(4-methanesulfonylphenyl)methyl]-2,6-dioxopurin-1-yl]acetamide ClC1=C(C=CC=C1)C1=NC=2N(C(N(C(C2N1C1=CC=C(C=C1)Cl)=O)CC(=O)N)=O)CC1=CC=C(C=C1)S(=O)(=O)C